IC1=CC=C(C=C1)[S+](C1=CC=CC=C1)C1=CC=CC=C1 4-iodophenyldiphenylsulfonium